C(C)(C)(C)OC(=O)C1=CC=C(C=C1)C1=CC=C(C=C1)NC(=O)[C@@H]1N(CCC1)C(=O)OCC1C2=CC=CC=C2C=2C=CC=CC12 (9H-fluoren-9-yl)methyl (2R)-2-{[4'-(tert-butoxycarbonyl)[1,1'-biphenyl]-4-yl]carbamoyl}pyrrolidine-1-carboxylate